FC1=C(OC2=CC=C(C=N2)CNC(=O)C2=CC3=C(N(C(N3)=O)C)C=C2)C=CC(=C1)F N-((6-(2,4-difluorophenoxy)pyridin-3-yl)methyl)-1-methyl-2-oxo-2,3-dihydro-1H-benzimidazole-5-carboxamide